O[C@@H]1C[C@@H](CCC1)N(CCCCCCCC(=O)N(CCCCCCCCCC)CCCCCCCCCC)CCCCCCCC(=O)N(CCCCCCCCCC)CCCCCCCCCC 8,8'-(((1R,3S)-3-hydroxycyclohex-yl)azanediyl)bis-(N,N-didecyloctan-amide)